2-(4-(hydroxymethyl)phenyl)-N-(thieno[2,3-c]pyridin-2-yl)propionamide OCC1=CC=C(C=C1)C(C(=O)NC1=CC=2C(=CN=CC2)S1)C